C1(CC1)C1=C(C=CC=C1)[C@H]1NCCC1 (2S)-2-(2-cyclopropylphenyl)pyrrolidine